C1(CC1)N1C=C(C(C2=CC(=C(C=C12)N1C[C@H](CC1)O)F)=O)CN(CC1=CC(=NC=C1)C)[C@@H]1CN(CCC1)C=1C=NC(=CC1)C 1-cyclopropyl-6-fluoro-7-[(3S)-3-hydroxypyrrolidin-1-yl]-3-({[(3S)-1-(6-methylpyridin-3-yl)piperidin-3-yl][(2-methylpyridin-4-yl)methyl]amino}methyl)-1,4-dihydroquinolin-4-one